O=C1NC(CCC1N1C(C2=CC=C(C=C2C1=O)C1CCN(CC1)CC(=O)N1CCC(CC1)NC(C1=NC=CC=C1)=O)=O)=O N-(1-(2-(4-(2-(2,6-dioxopiperidin-3-yl)-1,3-dioxoisoindolin-5-yl)piperidin-1-yl)acetyl)piperidin-4-yl)picolinamide